ClC1=NC=CC(=N1)OC1=CC(=NN1C(=O)OC(C)(C)C)C1CCCC1 tert-butyl 5-((2-chloropyrimidin-4-yl) oxy)-3-cyclopentyl-1H-pyrazole-1-carboxylate